ClC1=C2C(NN=C(C2=CC(=C1)B1OC(C(O1)(C)C)(C)C)CNC(OC(C)(C)C)=O)=O tert-butyl N-[[5-chloro-4-oxo-7-(4,4,5,5-tetramethyl-1,3,2-dioxaborolan-2-yl)-3H-phthalazin-1-yl]methyl]carbamate